ClC=1C=C(C=CC1)NC([C@H](C(C)C)NC(OC(C)(C)C)=O)=O (S)-tert-butyl 1-(3-chlorophenylamino)-3-methyl-1-oxobutan-2-ylcarbamate